C(C)OC=1C=C(C=CC1C=1NC(C2=C(N1)NN=N2)=O)C2=CC(=C(C=C2)O)OC(C(=O)O)C 2-((3'-ethoxy-4-hydroxy-4'-(7-oxo-6,7-dihydro-3H-[1,2,3]triazolo[4,5-d]pyrimidin-5-yl)-[1,1'-biphenyl]-3-yl)oxy)propanoic acid